ClC1=CC(N(C=C1)C1=CC=C(C=C1)N1N=CC(=C1C(F)(F)F)COCC)=O 4-chloro-1-(4-(4-(ethoxymethyl)-5-(trifluoromethyl)-1H-pyrazol-1-yl)phenyl)pyridin-2(1H)-one